C(CCCCC(=O)OCC(CCCCCCCCCC)CCCCCCCC)(=O)OCC(CCCCCCCCCC)CCCCCCCC di(2-octyldodecyl) adipate